COC=1NC(=CC1)C1=C(C=CC(=C1)[N+](=O)[O-])O 2-methoxy-5-(2-hydroxy-5-nitrophenyl)pyrrole